Methyl (2-(2,4,5-trimethylcyclohex-2-en-1-yl)ethyl) carbonate C(OC)(OCCC1C(=CC(C(C1)C)C)C)=O